C1(=CC=CC=2C(=CC=CC12)C(=O)[O-])C(=O)[O-].[Zr+4].C1(=CC=CC=2C(=CC=CC12)C(=O)[O-])C(=O)[O-] zirconium 1,5-naphthalenedicarboxylate